2-(2-methylbenzyl)-4,5-dihydrooxazole CC1=C(CC=2OCCN2)C=CC=C1